FC1=C(C=C(C=C1)C(F)(F)F)NC(=O)[C@H]1[C@H]2C[C@@H]([C@@H]([C@@H]1C1=CC(=NN1C)C(F)(F)F)O2)O |r| rac-(1r,2r,3s,4r,5s)-N-(2-fluoro-5-(trifluoromethyl)phenyl)-5-hydroxy-3-(1-methyl-3-(trifluoromethyl)-1H-pyrazol-5-yl)-7-oxabicyclo[2.2.1]heptane-2-carboxamide